(7R,14R)-1-chloro-6-(methyl-d3)-5-oxo-5,6,7,14-tetrahydro-7,14-methanobenzo[f]benzo[4,5]imidazo[1,2-a][1,4]diazocin-11-yl trifluoromethanesulfonate FC(S(=O)(=O)OC1=CC2=C(N=C3N2[C@H]2C4=C(C(N([C@@H]3C2)C([2H])([2H])[2H])=O)C=CC=C4Cl)C=C1)(F)F